O=C1NC(CCC1N1C(C2=CC=CC(=C2C1=O)NCCCCCCCC(=O)N1CCN(CC1)C1=CC=C(C=C1)NC1=NN2C(C=CC=C2C2=CC=C(C=C2)S(=O)(=O)C)=N1)=O)=O 2-(2,6-Dioxo-piperidin-3-yl)-4-[8-(4-{4-[5-(4-methanesulfonyl-phenyl)-[1,2,4]triazolo[1,5-a]pyridin-2-ylamino]-phenyl}-piperazin-1-yl)-8-oxo-octylamino]-isoindole-1,3-dione